FC=1C=C2C(=C(N(C2=CC1)CC(C(=O)N)(C)C)C1=CC=CC=C1)/C(=C/CC1=CC=CC=C1)/F (Z)-3-(5-Fluoro-3-(1-fluoro-3-phenylprop-1-en-1-yl)-2-phenyl-1H-indol-1-yl)-2,2-dimethylpropanamide